ClC1=C(CC2C(C2)(Cl)C(=O)C2(C(C2)CC2=C(C=CC=C2)Cl)Cl)C=CC=C1 2-chlorobenzyl-(1-chlorocyclopropyl) ketone